C1(CC1)COC1CCC(CC1)C 1-(Cyclopropylmethoxy)-4-methylcyclohexane